N-[(6-Amino-2-pyridyl)sulfonyl]-2-(1-benzylcyclobutoxy)-6-(3-fluoro-5-isobutoxyphenyl)pyridin-3-carboxamid NC1=CC=CC(=N1)S(=O)(=O)NC(=O)C=1C(=NC(=CC1)C1=CC(=CC(=C1)OCC(C)C)F)OC1(CCC1)CC1=CC=CC=C1